BrC=1C=C(OC(C1OCC(CO[Si](C1=CC=CC=C1)(C1=CC=CC=C1)C(C)(C)C)(C)C)=O)C(=O)OC methyl 4-bromo-5-{3-[(tert-butyldiphenylsilyl)oxy]-2,2-dimethylpropoxy}-6-oxopyran-2-carboxylate